chloro-3-methyl-4-nitrobenzaldoxime ClC1=C(C=NO)C=CC(=C1C)[N+](=O)[O-]